C1(=CC=CC2=CC=CC=C12)N(C1=CC2=CC=CC=C2C=C1)C1=CC2=CC=C(C=C2C=C1)N(C1=CC=CC2=CC=CC=C12)C1=CC2=CC=CC=C2C=C1 2,6-bis[N-(1-naphthyl)-N-(2-naphthyl)amino]naphthalene